(4-(4-tert-butylphenyl)-5-methyl-5,6-dihydro-dihydropyran-3-yl)diphenylphosphine oxide C(C)(C)(C)C1=CC=C(C=C1)C1C(COCC1C)P(C1=CC=CC=C1)(C1=CC=CC=C1)=O